ClC1=CC2=C(C=N1)C=C(N2C)C2=NC(=NC=C2)NCC(F)(F)F 4-(6-chloro-1-methyl-1H-pyrrolo[3,2-c]pyridin-2-yl)-N-(2,2,2-trifluoroethyl)pyrimidin-2-amine